C(CCCCC)C(CNC(CCCSCCC(=O)OCCCCCCCCCCCCCC)=N)CCCCCCCC tetradecyl 3-((4-((2-hexyldecyl)amino)-4-iminobutyl)thio)propanoate